C1=C(C=CC2=CC=CC=C12)N(C1=CC=C(C=C1)N)C1=CC2=CC=CC=C2C=C1 N,N-bis(2-naphthyl)p-phenylenediamine